FC(C=1C=C(C=C(C1)C(F)(F)F)C1=NN(C=N1)/C=C(/C(=O)N)\C=1C=NC(=CC1)OC)(F)F (E)-3-(3-(3,5-bis(trifluoromethyl)phenyl)-1H-1,2,4-triazol-1-yl)-2-(6-methoxypyridin-3-yl)acryl-amide